6-(4-(trifluoromethyl)pyrimidin-2-yl)-1,3,5-triazine-2,4(1H,3H)-dione FC(C1=NC(=NC=C1)C1=NC(NC(N1)=O)=O)(F)F